C1(CC1)C1=C(C(=NO1)C1=C(C=CC=C1Cl)Cl)CO[C@H]1[C@@H]2[C@H](N([C@H](C1)C2)C2=CC(=C(C(=O)OC(C)(C)C)C=C2)F)C tert-butyl 4-[(1S,3R,4S,5R)-5-[[5-cyclopropyl-3-(2,6-dichlorophenyl)-1,2-oxazol-4-yl]methoxy]-3-methyl-2-azabicyclo[2.2.1]heptan-2-yl]-2-fluorobenzoate